[Cl-].[Cl-].CC=1C(C2=CC=CC(=C2C1)C1=CC=C(C=C1)C(C)(C)C)[Zr+2] (2-methyl-4-(4-tert-butylphenyl)indenyl)zirconium dichloride